CC1=NN(C(=C1)C)C1CCN(CC1)C 3,5-dimethyl-1-(1-methylpiperidin-4-yl)-1H-pyrazole